OC1=CC2=C(SC(=C2)C(=O)OCC)C=C1 ethyl 5-hydroxybenzo[b]thiophene-2-carboxylate